5-nitromethyl-vanillic acid [N+](=O)([O-])CC=1C(=C(C=C(C(=O)O)C1)OC)O